C(C)N1CCC(CC1)CCC ethyl-4-propyl-piperidine